N-(4-methylphenylethyl)sulfonamide CC1=CC=C(C=C1)CCNS(=O)=O